cyclopropyl (2R,3S)-2-(((cis-4-(3-fluorophenyl)cyclohexyl)oxy)-methyl)-3-((methylsulfonyl)amino)piperidine-1-carboxylate FC=1C=C(C=CC1)[C@H]1CC[C@H](CC1)OC[C@@H]1N(CCC[C@@H]1NS(=O)(=O)C)C(=O)OC1CC1